N[C@@H](C(=O)NC1CC1)CCCOC1=C(C(=C(C=C1)Cl)Cl)CN1C2=NC=NC(=C2N=C1)N (R)-2-amino-5-(2-((6-amino-9H-purin-9-yl)methyl)-3,4-dichlorophenoxy)-N-cyclopropylpentanamid